4-[[2-[3-(5-chloro-6-oxo-1H-pyridazin-4-yl)propyl]-2-azaspiro[3.3]heptan-6-yl]methyl]-2,7-dimethyl-isoindolin-1-one ClC1=C(C=NNC1=O)CCCN1CC2(C1)CC(C2)CC2=C1CN(C(C1=C(C=C2)C)=O)C